CC1(O[C@H]2[C@H]([C@H](NC2=O)C(=O)N2C3=C(CCCC2)C(=CC=C3)C)O1)C (3aS,6S,6aS)-2,2-dimethyl-6-(6-methyl-2,3,4,5-tetrahydro-1H-benzo[b]azepine-1-Carbonyl)tetrahydro-4H-[1,3]dioxolo[4,5-c]pyrrol-4-one